(1S,2S,5R)-2-((S)-1-((triethylsilyl)oxy)propyl)-3,8-diazabicyclo[3.2.1]octane-8-carboxylic acid tert-butyl ester C(C)(C)(C)OC(=O)N1[C@@H]2[C@H](NC[C@H]1CC2)[C@H](CC)O[Si](CC)(CC)CC